C(C)(=O)OC(CC)(CCCC(C)C)C 3,7-dimethyl-3-octanol 3-acetate